N[C@H]1C[C@H](C1)NC=1C=2N(N=CC1C(N)=NC1=C(C=C(C=C1)O)CC)C=C(C2)C=2C=NC(=CC2C)OC 4-[(cis-3-aminocyclobutyl)amino]-N'-(2-ethyl-4-hydroxyphenyl)-6-(6-methoxy-4-methylpyridin-3-yl)pyrrolo[1,2-b]pyridazine-3-carboximidamide